FCC=1C(=C(C(=O)OCOC)C(=C(C1OC(C1=C(C(=C(C=C1C)O)C)C)=O)C)C)C methoxymethyl 3-(fluoromethyl)-4-((4-hydroxy-2,3,6-trimethylbenzoyl)oxy)-2,5,6-trimethylbenzoate